The molecule is a monocarboxylic acid anion resulting from deprotonation of the carboxy group of 2-carboxy-D-arabinitol; major species at pH 7.3. It is a carbohydrate acid derivative anion and a monocarboxylic acid anion. It is a conjugate base of a 2-carboxy-D-arabinitol. C([C@H]([C@H]([C@](CO)(C(=O)[O-])O)O)O)O